N1=C(C=CC=C1)CCSC(C[Si](OC)(OC)OC)C 2-(2-pyridylethyl)thiopropyl-trimethoxysilane